N1=C(C=CC=C1)P(C1=C(C=CC=C1)C1=C2C(=CC=C1C)N=C1C=CC3=C4C=CC=CC4=NC3=C12)(C1=C2C(=CC=C1C)N=C1C=CC3=C4C=CC=CC4=NC3=C12)=O (pyridyl)(methylindolocarbazolyl)[(methylindolocarbazolyl)phenyl]phosphine oxide